C(CCCCCCCCCCCCCCCCCC)(=O)NCCS(=O)(=O)O N-nonadecanoyltaurine